BrC1=C(N(N=C1)C)C=1C=C(C=CC1OC)NC(=O)NC1=CC2=C(OC(O2)(F)F)C=C1 1-[3-(4-Bromo-2-methyl-2H-pyrazol-3-yl)-4-methoxy-phenyl]-3-(2,2-difluoro-benzo[1,3]dioxol-5-yl)-urea